C(C)[C@@H]1N(C[C@H](N(C1)C(CC)C1=CC=C(C=C1)C(F)(F)F)CC)C=1C2=C(N(C(N1)=O)C)C=CC(=N2)OC 4-((2S,5R)-2,5-diethyl-4-(1-(4-(trifluoromethyl)phenyl)propyl)piperazin-1-yl)-6-methoxy-1-methylpyrido[3,2-d]pyrimidin-2(1H)-one